8-(4-chlorothiophenyl)-6-ethyl-2,4-dimethylpyrimido[4,5-c]isoquinoline-1,3,7,10(2H,4H)-tetraone ClSC1=CC=C(C=C1)C1=CC(C=2C3=C(N=C(C2C1=O)CC)N(C(N(C3=O)C)=O)C)=O